5-((2-chloro-5-(trifluoromethyl)pyrimidin-4-yl)amino)-2-methyl-3,4-dihydroisoquinolin-1-one ClC1=NC=C(C(=N1)NC1=C2CCN(C(C2=CC=C1)=O)C)C(F)(F)F